(2-chloroethynyl)-t-butyldiphenylsilane ClC#C[Si](C1=CC=CC=C1)(C1=CC=CC=C1)C(C)(C)C